O1CCC(=CC1)C=1C2=C(C(=NC1)OC)N=C(S2)NC(=O)N2CCC(CC2)C(=O)N N1-[7-(3,6-dihydro-2H-pyran-4-yl)-4-methoxy-[1,3]thiazolo[4,5-c]pyridin-2-yl]piperidine-1,4-dicarboxamide